3-(1-hydroxy-1-methyl-propyl)-N-[2-oxo-2-[[4-[3-(4-pyridyl)phenyl]thiazol-2-yl]amino]ethyl]benzamide OC(CC)(C)C=1C=C(C(=O)NCC(NC=2SC=C(N2)C2=CC(=CC=C2)C2=CC=NC=C2)=O)C=CC1